N[C@H]1CS(C2=C(N(C1=O)CC1=CC=C(C=C1)Cl)C=C(C(=C2)F)C=2OC(=NN2)C(CN2CCN(CC2)C)(C)C)(=O)=O (3R)-3-amino-5-[(4-chlorophenyl)methyl]-7-[5-[1,1-dimethyl-2-(4-methylpiperazin-1-yl)-ethyl]-1,3,4-oxadiazol-2-yl]-8-fluoro-1,1-dioxo-2,3-dihydro-1λ6,5-benzothiazepin-4-one